ammonium di-hydrogen phosphate P(=O)(O)(O)[O-].[NH4+]